(R)-2-(4-(benzo[d]oxazol-2-yl)-5-hydroxy-1-methyl-6-oxo-1,6-dihydropyrimidin-2-yl)-1-(2-cyanophenyl)-N,N-dimethyl-1,2,3,4-tetrahydroisoquinoline-7-carboxamide O1C(=NC2=C1C=CC=C2)C=2N=C(N(C(C2O)=O)C)N2[C@H](C1=CC(=CC=C1CC2)C(=O)N(C)C)C2=C(C=CC=C2)C#N